[Na+].[Na+].[Na+].[Na+].C(CC(=O)[O-])(=O)[O-].C(CC(=O)[O-])(=O)[O-] malonic acid tetrasodium salt